methyl 6-chloro-5-(2-pyrrolidin-1-ylethylamino)pyrazine-2-carboxylate ClC1=C(N=CC(=N1)C(=O)OC)NCCN1CCCC1